(1S,2S)-N-(6-(5-chloro-6-fluoro-7-(1-propionamidoethyl)-1H-indazol-4-yl)imidazo[1,2-a]pyridin-2-yl)-2-fluorocyclopropane-1-carboxamide ClC=1C(=C2C=NNC2=C(C1F)C(C)NC(CC)=O)C=1C=CC=2N(C1)C=C(N2)NC(=O)[C@H]2[C@H](C2)F